dimethyl-Yl-butyrolactone C=C1C(C(=O)OC1)=C